S(=O)(=O)(O)O.OCCNCCN N-hydroxyethyl ethylenediamine sulfate